tert-butyl (3aS,7aR)-2-[5-(1-methoxycarbonyl-2-methyl-propyl) isoxazol-3-yl]-3,3a,4,6,7,7a-hexahydro-1H-pyrrolo[3,4-c]pyridine-5-carboxylate COC(=O)C(C(C)C)C1=CC(=NO1)N1C[C@H]2CN(CC[C@H]2C1)C(=O)OC(C)(C)C